CC=1C(=C(C(=NC1N1N=C(C=C1)C=1C=C(C=CC1)C)N)N)N1CCOCC1 methyl-4-morpholino-6-(3-(m-tolyl)-1H-pyrazol-1-yl)pyridine-2,3-diamine